[4,4'-bipyridine]-2,2'-dicarboxylic acid N1=C(C=C(C=C1)C1=CC(=NC=C1)C(=O)O)C(=O)O